2,3-dimethyl-benzofuran CC=1OC2=C(C1C)C=CC=C2